(S)-3-methoxy-N-methyl-4-((3-(8-((1-methyl-6-oxopiperidin-3-yl)amino)-3-((trifluoromethyl)thio)imidazo[1,2-a]pyridin-2-yl)prop-2-yn-1-yl)amino)benzamide COC=1C=C(C(=O)NC)C=CC1NCC#CC=1N=C2N(C=CC=C2N[C@@H]2CN(C(CC2)=O)C)C1SC(F)(F)F